B(OC=CC1=C(C(=CC=C1)C1=CC=CC=C1)C)([O-])[O-] 2-methyl-3-phenylstyrenyl borate